3-benzyl-1-(trans-4-((4-(4-chloro-1H-pyrazol-3-yl)-5-(trifluoromethyl)pyrimidin-2-yl)amino)cyclohexyl)-1-(2-(2-methoxypyrimidin-5-yl)pyridin-4-yl)urea C(C1=CC=CC=C1)NC(N(C1=CC(=NC=C1)C=1C=NC(=NC1)OC)[C@@H]1CC[C@H](CC1)NC1=NC=C(C(=N1)C1=NNC=C1Cl)C(F)(F)F)=O